NC[C@@H]1[C@H]([C@H]([C@@H](O1)N1C2=NC=NC(=C2N=C1)NC(C1=CC=CC=C1)=O)F)O N-(9-((2R,3R,4R,5R)-5-(aminomethyl)-3-fluoro-4-hydroxytetrahydrofuran-2-yl)-9H-purin-6-yl)benzamide